CC1=C(C=CC=C1C1=CC=2C(=NC=CC2)O1)C1=CC=CC=C1 2-(2-methylbiphenyl-3-yl)furo[2,3-b]pyridine